6-(4-((5-fluoro-2-methoxybenzoylamino)methyl)phenyl)-4-(pyrimidin-4-yl)-1H-pyrazolo[4,3-c]pyridine-7-carboxamide FC=1C=CC(=C(C(=O)NCC2=CC=C(C=C2)C2=C(C3=C(C(=N2)C2=NC=NC=C2)C=NN3)C(=O)N)C1)OC